ClC=1C=C(C=CC1F)NC1=NC=NC2=CC(=C(C=C12)NC(C=CCN1CCCCC1)=O)OCF 4-Piperidin-1-yl-but-2-enoic acid [4-(3-chloro-4-fluoro-phenylamino)-7-fluoromethoxy-quinazolin-6-yl]-amide